1-[2',6'-bis(benzyloxy)-[2,3'-bipyridin]-5-yl]piperidine-4-carbaldehyde C(C1=CC=CC=C1)OC1=NC(=CC=C1C1=NC=C(C=C1)N1CCC(CC1)C=O)OCC1=CC=CC=C1